ClC=1C=C(C=C(C1)OC)N1C(N(C(C2=CC=CC=C12)=O)C=1C=NC=CC1)=O 1-(3-chloro-5-methoxyphenyl)-3-(pyridin-3-yl)quinazoline-2,4(1H,3H)-dione